[Si]([O-])([O-])([O-])[O-].[Zr+4].NCCNCCC[Si](OC)(OC)OC N-(beta-aminoethyl)-gamma-aminopropyl-trimethoxysilane zirconium silicate